C1(=CC=CC=C1)C(C1=CC=CC=C1)=N[C@H]1C=C[C@@](C1)(C(=O)[O-])CC1=CC(=C(C=C1)F)C1=NC=C(C=N1)F (1R,4R)-4-((diphenylmethylene)amino)-1-(4-fluoro-3-(5-fluoropyrimidin-2-yl)benzyl)cyclopent-2-ene-1-carboxylate